1-tert-butyl-3-ethyl-benzene C(C)(C)(C)C1=CC(=CC=C1)CC